C(C)OC(=O)C1=C(SC(=C1C)C1=CC=C(C=C1)[N+](=O)[O-])N(C(=O)OCC)CC1=C(C=CC=C1F)F 2-[(2,6-difluorobenzyl)ethoxycarbonylamino]-4-methyl-5-(4-nitrophenyl)thiophene-3-carboxylic acid ethyl ester